dibutyl-tin dioleylmaleate C(CCCCCCC\C=C/CCCCCCCC)/C(=C(/C(=O)[O-])\CCCCCCCC\C=C/CCCCCCCC)/C(=O)[O-].C(CCC)[Sn+2]CCCC